CC(=O)C=1C=2CCC(C2C=C(C1)C(C)(C)C)(C)C 6-tert.-Butyl-1,1-di-methyl-4-indanyl methyl keton